(Z)-2-(4-(quinolin-4-ylamino)but-1-ynyl)thiazole-5-carbaldehyde oxime hydrochloride Cl.N1=CC=C(C2=CC=CC=C12)NCCC#CC=1SC(=CN1)\C=N/O